(3Z)-1-bromo-10,10-dimethoxy-3-decene BrCC\C=C/CCCCCC(OC)OC